6-{7-[(1R,2R,3S,5S)-2-fluoro-8-azabicyclo[3.2.1]octan-3-yl]-7H-pyrrolo[2,3-c]pyridazin-3-yl}-2-methyl-1,3-benzothiazol-5-ol F[C@@H]1[C@H]2CC[C@@H](C[C@@H]1N1C=CC3=C1N=NC(=C3)C3=CC1=C(N=C(S1)C)C=C3O)N2